C(=C(C)C)C=CC1=CC=C(C=C1)C isobutenyl-4-methyl-styrene